BrC1=C2CCCN(C2=CN=C1)C1=NC(N(C2=CC=C(C(=C12)F)F)C([2H])([2H])[2H])=O 4-(5-bromo-3,4-dihydro-1,7-naphthyridin-1(2H)-yl)-5,6-difluoro-1-(methyl-d3)quinazolin-2(1H)-one